N1=C(C=CC=C1)C=1C(=C(C(=O)O)C=CC1)NC=1SC=CN1 pyridinyl-thiazolylaminobenzoic acid